benzyl ((2R,3R,4S)-2-cyclopentyl-3-methyl-1,2,3,4-tetrahydroquinolin-4-yl)carbamate C1(CCCC1)[C@H]1NC2=CC=CC=C2[C@H]([C@@H]1C)NC(OCC1=CC=CC=C1)=O